3-(3,4-dimethoxyphenyl)-6-(2-methoxyphenyl)imidazo[1,2-b]pyridazine COC=1C=C(C=CC1OC)C1=CN=C2N1N=C(C=C2)C2=C(C=CC=C2)OC